NC1=C(C=NN1C=1C=NC(=CC1C)OC1=C(C=CC=C1F)F)C(=O)C1=CC=2C(=CC=C3CCN(CC23)C2CNC2)N1 (5-amino-1-{6-[(2,6-difluorophenyl)oxy]-4-methylpyridin-3-yl}pyrazol-4-yl)[2-(azetidin-3-yl)-2,3,4,7-tetrahydro-1H-pyrrolo[2,3-H]isoquinolin-8-yl]methanone